SCCCN1C(N(C2C1N(C(N2CCCS)=O)CCCS)CCCS)=O 1,3,4,6-tetrakis(3-sulfanylpropyl)-3a,6a-dihydroimidazo[4,5-d]imidazole-2,5-dione